(R)-8-(Benzylamino)-1,2,4a,5-tetrahydrobenzo[b]pyrazino[1,2-d][1,4]oxazine-3(4H)-carboxylic acid tert-butyl ester C(C)(C)(C)OC(=O)N1C[C@H]2N(C3=C(OC2)C=C(C=C3)NCC3=CC=CC=C3)CC1